(2S)-2-(9H-fluoren-9-yl-methoxycarbonylamino)-3-[2-(trifluoromethoxy)phenyl]propanoic acid C1=CC=CC=2C3=CC=CC=C3C(C12)N([C@H](C(=O)O)CC1=C(C=CC=C1)OC(F)(F)F)C(=O)OC